OC1=C(C=C(C=C1C)C1=NC2=CC=C(C=C2C(N1)=O)NC1=CC=NC=C1)C 2-(4-hydroxy-3,5-dimethyl-phenyl)-6-(pyridin-4-ylamino)-3H-quinazolin-4-one